CC=1C=C(N(C1)C1=CC=C(C=C1)S(N)(=O)=O)C1=CC(=C(C=C1)C)C 4-methyl-2-(3,4-dimethylphenyl)-1-(4-sulfamoylphenyl)-1H-pyrrole